undecylamide C(CCCCCCCCCC)(=O)N